COC=1C=CC(=NC1)C(C(=O)O)CC (5-methoxy-pyridin-2-yl)butanoic acid